1-(8'-methoxyspiro[cyclobutane-1,4'-isochroman]-1'-yl)-N-methyl-methylamine COC=1C=CC=C2C3(COC(C12)CNC)CCC3